C(C)(C)(C)OC(=O)N1CCN(CC1)C(C1=C(C=C(C=C1)C=1C2=C(C(N(C1)C\C=C\C)=O)NC(=C2)C)Cl)=O (E)-4-(4-(6-(but-2-en-1-yl)-2-methyl-7-oxo-6,7-dihydro-1H-pyrrolo[2,3-c]pyridin-4-yl)-2-chlorobenzoyl)piperazine-1-carboxylic acid tert-butyl ester